FC(C1=CC=C(C=C1)C(C)C1CN(C1)C(=O)OC(C)(C)C)(F)F tert-Butyl 3-[1-[4-(trifluoromethyl)phenyl]ethyl]azetidine-1-carboxylate